(2-((6-methyl-5-(trifluoromethyl)pyridin-2-yl)oxy)-7-azaspiro[3.5]non-7-yl)methanone CC1=C(C=CC(=N1)OC1CC2(C1)CCN(CC2)C=O)C(F)(F)F